NC=1C=C(C(=O)NCC(=O)NC[C@@H](C(=O)OC)NC(C2=C(C=CC=C2Cl)Cl)=O)C=CC1 (S)-methyl 3-(2-(3-aminobenzamido)acetamido)-2-(2,6-dichlorobenzamido)propanoate